N-((3R,6S)-6-((2-(5-(2-((3R,5S)-3,5-Dimethylmorpholine-4-carbonyl)-4-fluorophenoxy)pyrimidin-4-yl)-2,7-diazaspiro[3.5]nonan-7-yl)methyl)tetrahydro-2H-pyran-3-yl)azetidine-1-sulfonamide C[C@H]1N([C@H](COC1)C)C(=O)C1=C(OC=2C(=NC=NC2)N2CC3(C2)CCN(CC3)C[C@@H]3CC[C@H](CO3)NS(=O)(=O)N3CCC3)C=CC(=C1)F